N-(3-methoxycyclohexyl)-1,5,7-trimethyl-4-oxo-4,5-dihydro-1H-pyrrolo[3,2-c]pyridine-3-carboxamide COC1CC(CCC1)NC(=O)C1=CN(C2=C1C(N(C=C2C)C)=O)C